BrC=1C=C(C=CC1N(C)C1=CC(=CC=C1)Br)O 3-bromo-4-((3-bromophenyl)(methyl)amino)phenol